butyltriphenylphosphorus thiocyanate C(CCC)P(C1=CC=CC=C1)(C1=CC=CC=C1)(C1=CC=CC=C1)SC#N